Citral-Diethylacetal C(C)OC(C=C(CCC=C(C)C)C)OCC